COC1=C(C=CC(=C1)OC)CNC=1N=CC2=C(N1)N(C(C(=C2)N2CCN(C1=C(C=CC=C21)C)C(C=C)=O)=O)C2=CC=C(C=C2)N(C)CCOC 2-[(2,4-dimethoxyphenyl)methylamino]-8-[4-[2-methoxyethyl(methyl)amino]phenyl]-6-(5-methyl-4-prop-2-enoyl-2,3-dihydroquinoxalin-1-yl)pyrido[2,3-d]pyrimidin-7-one